trisodium ascorbic acid O=C1C(O)=C(O)[C@H](O1)[C@@H](O)CO.[Na].[Na].[Na]